ON=C(C1=CC(=CC=C1)[N+](=O)[O-])Cl N-hydroxy-3-nitrobenzimidoyl chloride